CC1=NC=CN=C1OC1OCCCC1 2-methyl-3-((tetrahydro-2H-pyran-2-yl)oxy)pyrazine